Benzyloxylactic acid C(C1=CC=CC=C1)OC(C(=O)O)(O)C